COC1=CC=C(C=C1)C=1C(=NC(=NC1C1=CC=CC=C1)C1CCNCC1)N (4-methoxyphenyl)-6-phenyl-2-(4-piperidinyl)pyrimidin-4-amine